ClC1=C2C(=NC=C1)C(=C(N2)C2=CC(=NC=C2)NC(C)=O)C2=NC=CC=C2 N-{4-[7-chloro-3-(pyridin-2-yl)-1H-pyrrolo[3,2-b]pyridin-2-yl]pyridin-2-yl}acetamide